4-(6-(4-(dimethyl-amino)piperidin-1-yl)-3-(3-fluoro-4-methoxyphenyl)-4-hydroxypyridin-2-yl)-2-fluorobenzonitrile CN(C1CCN(CC1)C1=CC(=C(C(=N1)C1=CC(=C(C#N)C=C1)F)C1=CC(=C(C=C1)OC)F)O)C